C(C)(C)(C)NS(=O)(=O)C1=CC(=CC=C1)C(=O)N1CC2(C3=CC(=CC=C13)S(=O)(=NC)C1CC1)CCCCC2 N-(tert-butyl)-3-(5'-(N-methylcyclopropanesulfonimidoyl)spiro[cyclohexane-1,3'-indoline]-1'-carbonyl)benzenesulfonamide